Cl.ClC1=CC(=C(COC=2C=C(C=CC2)N2CCCCC2)C=C1)F (3-((4-chloro-2-fluorobenzyl)oxy)phenyl)piperidine hydrochloride